Bis[2,4-bis-(1,1-dimethylpropyl)phenyl] [4-(1,1-dimethylpropyl)phenyl]phosphit CC(CC)(C)C1=CC=C(C=C1)P(OC1=C(C=C(C=C1)C(CC)(C)C)C(CC)(C)C)(OC1=C(C=C(C=C1)C(CC)(C)C)C(CC)(C)C)[O-]